3-((6-bromo-2-(2,5-dimethyl-1-(2-methyl-5-(morpholine-4-carbonyl)phenyl)-1H-pyrrol-3-yl)-1H-imidazo[4,5-b]pyridin-7-yl)amino)benzenesulfonamide t-Amyl-peroxypivalate C(C)(C)(CC)CC(C(=O)OO)(C)C.BrC=1C(=C2C(=NC1)N=C(N2)C2=C(N(C(=C2)C)C2=C(C=CC(=C2)C(=O)N2CCOCC2)C)C)NC=2C=C(C=CC2)S(=O)(=O)N